ClC1=CC=C(C(=N1)C(=O)OC)N[C@H](C)C=1C=C(C=C2C(N(C(=NC12)C1=NC=CC=C1)C)=O)C methyl (R)-6-chloro-3-((1-(3,6-dimethyl-4-oxo-2-(pyridin-2-yl)-3,4-dihydroquinazolin-8-yl)ethyl)amino)picolinate